C(C1=CC=CC=C1)N1C(=NC=2N(C(N(C(C12)=O)CCCO)=O)C)OC1=CC(=CC=C1)OC 7-benzyl-1-(3-hydroxypropyl)-8-(3-methoxyphenoxy)-3-methyl-1H-purine-2,6(3H,7H)-dione